C(CCC(C)C)[Al](Cl)Cl Isohexylaluminum dichloride